C(CCC)OC1=C(C=CC(=C1)OCCCC)C1=CC=C(C=C1)N(C1=CC=C(C=C1)C1=CC2=C(S1)C=1SC(=CC1C2(CCCCCC)CCCCCC)C=C(C(=O)[O-])C#N)C2=CC=C(C=C2)C2=C(C=C(C=C2)OCCCC)OCCCC 3-{6-{4-[bis(2',4'-dibutoxybiphenyl-4-yl) amino] phenyl}-4,4-dihexyl-cyclopenta-[2,1-b:3,4-b']dithiophene-2-yl}-2-cyanoacrylate